2,6-difluoro-N-(pyrimidin-4-yl)benzenesulfonamide FC1=C(C(=CC=C1)F)S(=O)(=O)NC1=NC=NC=C1